C(CC)C1CCCC(=O)OC1 5-n-propyl-ε-caprolactone